(R or S)-N-(2-(1-cyclopropyl-2-hydroxy-2-methylpropyl)-3-oxoisoindolin-4-yl)-2-methyl-3-(trifluoromethyl)benzamide C1(CC1)[C@H](C(C)(C)O)N1CC2=CC=CC(=C2C1=O)NC(C1=C(C(=CC=C1)C(F)(F)F)C)=O |o1:3|